N-((trans)-4-((R)-7-(4-Bromo-3-(trifluoromethyl)benzoyl)-2-(isopropylamino)-6-methyl-4-oxo-5,6,7,8-tetrahydropyrido[3,4-d]pyrimidin-3(4H)-yl)cyclohexyl)-acetamide BrC1=C(C=C(C(=O)N2CC=3N=C(N(C(C3C[C@H]2C)=O)[C@@H]2CC[C@H](CC2)NC(C)=O)NC(C)C)C=C1)C(F)(F)F